6-acetyl-3-({6-acetyl-5,7-dioxo-5H,6H,7H-cyclopenta[b]pyridin-3-yl}sulfonyl)-5H,6H,7H-cyclopenta[b]pyridine-5,7-dione C(C)(=O)C1C(C=2C(=NC=C(C2)S(=O)(=O)C=2C=C3C(=NC2)C(C(C3=O)C(C)=O)=O)C1=O)=O